OC1=C(C=O)C=C(C=C1C1CNCCC1)C 2-HYDROXY-5-METHYL-3-(PIPERIDIN-3-YL)BENZALDEHYDE